6-(hydroxymethyl)-6,7-dihydro-5H-cyclopenta[c]pyridine-1-carbonitrile OCC1CC2=C(C(=NC=C2)C#N)C1